C1(CC1)N1C=C(C(C2=CC(=C(C=C12)C1=CC=C(C=C1)S(NCCCCCSC)(=O)=O)F)=O)C(=O)O cyclopropyl-6-fluoro-7-(4-(N-(5-(methylthio)pentyl)sulfamoyl)phenyl)-4-oxo-1,4-dihydroquinoline-3-carboxylic acid